butyl (1r,4r)-4-(7-(3,4-dimethoxyphenyl)pyrazolo[1,5-a]pyrimidine-2-carboxamido)cyclohexane-1-carboxylate COC=1C=C(C=CC1OC)C1=CC=NC=2N1N=C(C2)C(=O)NC2CCC(CC2)C(=O)OCCCC